N1-(4-(4,4-dimethylpiperidin-1-yl)-2-methylphenyl)cyclohexane-1,4-diamine CC1(CCN(CC1)C1=CC(=C(C=C1)NC1CCC(CC1)N)C)C